6-fluoro-N-(methyl-d3)picolinamide FC1=CC=CC(=N1)C(=O)NC([2H])([2H])[2H]